N-((3S,4R,5R,6R)-4,5-dihydroxy-6-(hydroxymethyl)tetrahydro-2H-pyran-3-yl)-3,3,3-trifluoropropanamide O[C@@H]1[C@H](CO[C@@H]([C@@H]1O)CO)NC(CC(F)(F)F)=O